1,1,1,3,3,3-hexafluoropropan-2-yl (S)-1-(phenylcarbamoyl)-6-azaspiro[2.5]octane-6-carboxylate C1(=CC=CC=C1)NC(=O)[C@H]1CC12CCN(CC2)C(=O)OC(C(F)(F)F)C(F)(F)F